C(C1=CC=CC=C1)OC1=NC(=CC=C1NC1=C(C(=CC=C1)Br)[N+](=O)[O-])OCC1=CC=CC=C1 2,6-bis(benzyloxy)-N-(3-bromo-2-nitrophenyl)pyridin-3-amine